8-chloro-4-oxo-2-phenyl-1,4-dihydroquinoline-3-formaldehyde ClC=1C=CC=C2C(C(=C(NC12)C1=CC=CC=C1)C=O)=O